2-(trifluoromethyl)pyridine-5-carbaldehyde FC(C1=NC=C(C=C1)C=O)(F)F